ethyl (R)-2-aminobutyrate N[C@@H](C(=O)OCC)CC